4-hydroxy-2-(trifluoromethyl)pyrimidine OC1=NC(=NC=C1)C(F)(F)F